6-Fluoro-5-methyl-2H-[1,3-bipyridin]-2-one FC1=C(C=CC(N1C=1C=NC=CC1)=O)C